di-tert-butyl-[3,6-dimethoxy-2',4',6'-tris(propan-2-yl)biphenyl-2-yl]Phosphine C(C)(C)(C)P(C1=C(C(=CC=C1OC)OC)C1=C(C=C(C=C1C(C)C)C(C)C)C(C)C)C(C)(C)C